ClC=1C=C(C=2N(N1)C=CN2)[C@@H]2[C@H](C2)C2=CC(=C(C=C2)C(F)(F)F)F |r| racemic-6-chloro-8-((1S,2S)-2-(3-fluoro-4-(trifluoromethyl)phenyl)cyclopropyl)imidazo[1,2-b]pyridazine